C1=C2C(=NC(=N1)N=[N+]=[N-])N=CN2 azidopurine